1-(cyclopropylmethyl)-3-(4-fluorophenyl)-2,4-dioxo-1,2,3,4-tetrahydropyrimidine C1(CC1)CN1C(N(C(C=C1)=O)C1=CC=C(C=C1)F)=O